2-(6-(((3R,4S)-3-fluoropiperidin-4-yl)(methyl)amino)-1,2,4-triazin-3-yl)-5-(1H-imidazol-1-yl)phenol F[C@@H]1CNCC[C@@H]1N(C1=CN=C(N=N1)C1=C(C=C(C=C1)N1C=NC=C1)O)C